ClC=1C=C(OC2C(C(C2(C)C)NC(=O)C2=NC=C(N=C2)N2CCN(CC2)CCCCCOC=2C=C3C(N(C(C3=CC2)=O)C2C(NC(CC2)=O)=O)=O)(C)C)C=CC1C#N N-((1r,3r)-3-(3-chloro-4-cyanophenoxy)-2,2,4,4-tetramethylcyclobutyl)-5-(4-(5-((2-(2,6-dioxopiperidin-3-yl)-1,3-dioxoisoindolin-5-yl)oxy)pentyl)piperazin-1-yl)pyrazine-2-carboxamide